FC(N1N=C(C=C1)C=1N(N=C2[C@@H](N(CCC21)C(=O)C=2C=C1C=CC=NC1=CC2)C)C)F (S)-(3-(1-(Difluoromethyl)-1H-pyrazol-3-yl)-2,7-dimethyl-2,4,5,7-tetrahydro-6H-pyrazolo[3,4-c]pyridin-6-yl)(quinolin-6-yl)methanone